ethyl 3-amino-3-oxopropanoate NC(CC(=O)OCC)=O